C(C=C)(=O)N1C[C@H](CCC1)N1N=NC(=C1)C=1C=CC(=NC1)NC(C1=NC(=CC=C1)C1=CC=NN1)=O (S)-N-(5-(1-(1-acryloylpiperidin-3-yl)-1H-1,2,3-triazol-4-yl)pyridin-2-yl)-6-(1H-pyrazol-5-yl)picolinamide